C(C1=CC=CC=C1)N1C[C@@H](C[C@H]1COC=1C=C(C=C(C1)C1=CC=C(C=C1)F)C1=CC=C(C=C1)F)C#N (3R,5S)-1-benzyl-5-(((4,4''-difluoro-[1,1':3',1''-terphenyl]-5'-yl)oxy)methyl)pyrrolidine-3-carbonitrile